cyclopenta[f]naphthalen-8-ol C1=CC=C2C1=C1CC(=CC=C1C=C2)O